BrC=1C=C(C=C(C1)Br)NC(NC1=C(C(=O)NCCC)C=CC(=C1)OC(F)(F)F)=O 2-[3-(3,5-dibromophenyl)ureido]-4-trifluoromethoxy-N-propylbenzamide